NC1=CC(=NC(=C1)C=1SC=CN1)C=1C=C(C#N)C=C(C1)F 3-(4-amino-6-(thiazol-2-yl)pyridin-2-yl)-5-fluorobenzonitrile